N1=CN=CC2=C1N(C=C2)C[C@@]2(C[C@@]1(CC(N(C1)C1=NC=C(N=C1)C(C)(C)O)=O)CCC2)C (5R,7S)-7-((7H-pyrrolo[2,3-d]pyrimidin-7-yl)methyl)-2-(5-(2-hydroxypropan-2-yl)pyrazin-2-yl)-7-methyl-2-azaspiro[4.5]decan-3-one